(5'S,7a'R)-5'-(2-fluorophenyl)-1-(pyrazolo[1,5-a][1,3,5]triazin-4-yl)tetrahydro-3'H-spiro[piperidine-4,2'-pyrrolo[2,1-b][1,3]oxazol]-3'-one FC1=C(C=CC=C1)[C@@H]1CC[C@H]2OC3(C(N21)=O)CCN(CC3)C3=NC=NC=2N3N=CC2